CC(C1=CC2=C(C=C1)C=C(C=C2)OC)C(=O)O (+/-)-2-(6-methoxy-2-naphthyl)propionic acid